N(=[N+]=[N-])CC(C(C(=O)[O-])NC(=O)OCC1=CC=CC=C1)O 4-azido-2-(((benzyloxy)carbonyl)amino)-3-hydroxybutanoate